2-(Benzofuran-3-yl)ethylamine O1C=C(C2=C1C=CC=C2)CCN